(S)-3-(5-(4-((1-(4-(3-hydroxy-8-(pyridin-3-yl)-6,7-dihydro-5H-benzo[7]annulen-9-yl)phenyl)piperidin-4-yl)methyl)piperazin-1-yl)-1-oxoisoindolin-2-yl)piperidine-2,6-dione OC1=CC2=C(C(=C(CCC2)C=2C=NC=CC2)C2=CC=C(C=C2)N2CCC(CC2)CN2CCN(CC2)C=2C=C3CN(C(C3=CC2)=O)[C@@H]2C(NC(CC2)=O)=O)C=C1